[3-(acrylamido)propyl]-trimethylammonium chloride [Cl-].C(C=C)(=O)NCCC[N+](C)(C)C